CC=1C=C(C=CC1C)C1=CC(=C(C=C1)C)C 3,3',4,4'-tetramethyl-biphenyl